tert-butyl (3S)-3-(5-cyano-2-pyridyl)-5-hydroxy-isoxazolidine-2-carboxylate C(#N)C=1C=CC(=NC1)[C@H]1N(OC(C1)O)C(=O)OC(C)(C)C